ETHYL N-HYDROXYETHANIMIDOTHIOATE ON=C(C)SCC